(S)-N-(5-(2,4-difluorophenoxy)pyrazin-2-yl)-2-(3,3-dimethyl-4-((S)-5,6,7,8-tetrahydro-[1,2,4]triazolo[1,5-a]pyridine-7-carbonyl)piperazin-1-yl)propanamide FC1=C(OC=2N=CC(=NC2)NC([C@H](C)N2CC(N(CC2)C(=O)[C@@H]2CC=3N(CC2)N=CN3)(C)C)=O)C=CC(=C1)F